P(=O)(O)(O)O.CC(=O)[C@@H](O)[C@H](O)CO DEOXY-D-XYLULOSE PHOSPHATE